NCCC(C(=O)O)(F)F 4-AMINO-2,2-DIFLUOROBUTYRIC ACID